NCC1C(CCCC1)CN 1,2-bis(aminomethyl)-cyclohexane